C=C(C)C=1C=NC(=NC1)N 5-(prop-1-en-2-yl)pyrimidin-2-amine